OC1C([C@@H](O[C@@H]1CCN1CCOCC1)N1C(NC(C=C1)=O)=O)OC 1-[(2R,5R)-4-hydroxy-3-methoxy-5-(2-morpholinoethyl)tetrahydrofuran-2-yl]pyrimidine-2,4-dione